tert-Butyl 4-(cyclohexylcarbamoyl)piperidine-1-carboxylate C1(CCCCC1)NC(=O)C1CCN(CC1)C(=O)OC(C)(C)C